C(CCCCCCCCCCCCCCC)C(C(N(C)C)C1=CC=CC=C1)(N(C)C)CCCCCCCCCCCCCCCC bishexadecylphenyl-tetramethyl-ethylenediamine